2,2-dimethylpiperazin-1-carboxylate CC1(N(CCNC1)C(=O)[O-])C